1-(benzylsulfonyl)-4-(3-methoxyphenyl)-3-((methyl(methyl-d3)amino)methyl)piperidin-4-ylbenzoate C(C1=CC=CC=C1)S(=O)(=O)N1CC(C(CC1)(C1=CC(=CC=C1)OC)OC(C1=CC=CC=C1)=O)CN(C([2H])([2H])[2H])C